1-(4-((3R,4R)-3-(cyclopentylmethyl)-7-hydroxyisochroman-4-yl)phenyl)piperidine-4-carbaldehyde C1(CCCC1)C[C@H]1OCC2=CC(=CC=C2[C@H]1C1=CC=C(C=C1)N1CCC(CC1)C=O)O